FC=1C=C(CN(C=2C=C3N(C(N2)=O)C[C@H]2N3CCC2)C)C=CC1 (S)-3-((3-fluorobenzyl)(methyl)amino)-7,8,8a,9-tetrahydropyrrolo[1',2':3,4]imidazo[1,2-c]pyrimidin-1(6H)-one